C(C)(C)(C)OC(=O)N=C(NC1=NC=C(C=C1)F)NC(=O)OC(C)(C)C 2-(2,3-Bis(t-butoxycarbonyl)guanidino)-5-fluoropyridine